1,1-dimethoxy-2,2,5-trimethyl-4-hexene COC(C(CC=C(C)C)(C)C)OC